isopropyl-cyclohexyl-lithium C(C)(C)C1(CCCCC1)[Li]